COC=1C=C2C(=CC=NC2=CC1OC)O[C@@H]1CN(CC1)CC(=O)N1[C@@H](CCC1)C#N (S)-1-(2-((S)-3-((6,7-dimethoxyquinolin-4-yl)oxy)pyrrolidin-1-yl)acetyl)pyrrolidine-2-carbonitrile